ClC1=NC=CC2=C1C(=NN2C(C2=CC=CC=C2)(C2=CC=CC=C2)C2=CC=CC=C2)O 4-chloro-1-trityl-1H-pyrazolo[4,3-c]pyridin-3-ol